FC=1C(=NC(=NC1)NC1CCN(CC1)S(=O)(=O)CCN1CC2=CC=CC=C2C1)C=1C=C(C2=C(N(CCO2)C(C)C)C1)F 2-[2-[[4-[[5-fluoro-4-(8-fluoro-4-isopropyl-2,3-dihydro-1,4-benzoxazin-6-yl)pyrimidin-2-yl]amino]-1-piperidyl]sulfonyl]ethyl]isoindoline